C(C)(C)N1C(C2=CC=CC(=C2C1=O)[N+](=O)[O-])=O 2-isopropyl-4-nitroisoindoline-1,3-dione